1-(4-((6-(1H-pyrazol-1-yl)pyridin-3-yl)methyl)-2,3-dioxo-3,4-dihydropyrazin-1(2H)-yl)cyclopropane-1-carbonitrile N1(N=CC=C1)C1=CC=C(C=N1)CN1C(C(N(C=C1)C1(CC1)C#N)=O)=O